CS(=O)(=O)CCNCC=1SC=CN1 2-[2-(methylsulfonyl)ethylaminomethyl]thiazol